4-amino-N-methyl-N-((3R)-6-(methyl-sulfonyl)-2,3-dihydro-1-benzo-furan-3-yl)-1,3-dihydrofuro[3,4-c]-[1,7]naphthyridine-8-carboxamide NC1=NC=2C=NC(=CC2C2=C1COC2)C(=O)N([C@H]2COC1=C2C=CC(=C1)S(=O)(=O)C)C